N1(CCCCCC1)/C(=C/C=NS(=O)(=O)C)/C=C(C)C (2E)-N-[3-(azepan-1-yl)-5-methylhexa-2,4-dien-1-ylidene]methanesulfonamide